C(=O)OCCCCCC Formic acid, hexyl ester